FC1(CCN(CC1)C=1C=2N(C=C(C1)NC(C1=C(C=C(C=C1)S(=O)(=O)C)N1CCC3(CC3)CC1)=O)C=CN2)F N-(8-(4,4-difluoropiperidin-1-yl)imidazo[1,2-a]pyridin-6-yl)-4-(methylsulfonyl)-2-(6-azaspiro[2.5]octan-6-yl)benzamide